NC1(CC(C)=CC=C1)N 3,3-diaminotoluene